COC1=CC=C(CN(C(CN2CC(NCC2)=O)=O)CC2=CC=C(C=C2)OC)C=C1 N,N-bis(4-methoxybenzyl)-2-(3-oxopiperazin-1-yl)acetamide